N-nonanoyl-phenylglycine C(CCCCCCCC)(=O)NC(C1=CC=CC=C1)C(=O)O